4-(4-fluorophenyl)-1-methyl-5-({[6-(oxane-3-carbonyl)-5H,6H,7H-pyrrolo[3,4-b]pyridin-2-yl]oxy}methyl)-1H-1,2,3-triazole FC1=CC=C(C=C1)C=1N=NN(C1COC1=CC=C2C(=N1)CN(C2)C(=O)C2COCCC2)C